tert-butyl (S)-(1-(6-((2,5-di(piperidin-1-yl)thiazolo[4,5-b]pyridin-6-yl)carbamoyl)pyridin-2-yl)pyrrolidin-3-yl)carbamate N1(CCCCC1)C=1SC=2C(=NC(=C(C2)NC(=O)C2=CC=CC(=N2)N2C[C@H](CC2)NC(OC(C)(C)C)=O)N2CCCCC2)N1